(trans)-Methyl 2-(4-(6-(2-chloro-4-fluorophenyl)-5-(methoxycarbonyl)-2-(thiazol-2-yl)-3,6-dihydropyrimidin-4-yl)cyclohexyl)oxazole-4-carboxylate ClC1=C(C=CC(=C1)F)C1C(=C(NC(=N1)C=1SC=CN1)[C@@H]1CC[C@H](CC1)C=1OC=C(N1)C(=O)OC)C(=O)OC